6-(4-((1H-indazol-5-yl)amino)pyrimidin-2-yl)-N-(6-methoxy-pyridin-3-yl)-1H-indole-2-carboxamide N1N=CC2=CC(=CC=C12)NC1=NC(=NC=C1)C1=CC=C2C=C(NC2=C1)C(=O)NC=1C=NC(=CC1)OC